tert-butyl (S)-6-(8-(benzo[d]thiazol-2-ylcarbamoyl)-3,4-dihydroisoquinolin-2(1H)-yl)-3-(3-((8-(2-ethoxy-2-oxoethyl)-8-azaspiro[4.5]decan-2-yl)oxy)-2-methylphenyl)picolinate S1C(=NC2=C1C=CC=C2)NC(=O)C=2C=CC=C1CCN(CC21)C2=CC=C(C(=N2)C(=O)OC(C)(C)C)C2=C(C(=CC=C2)O[C@@H]2CC1(CC2)CCN(CC1)CC(=O)OCC)C